(R)-2,2-difluoro-N-(4-(6-((R)-1-hydroxypropyl)-4-methylpyridin-3-yl)-1-methyl-1H-imidazo[4,5-f]isoquinolin-8-yl)cyclopropane-1-carboxamide FC1([C@H](C1)C(=O)NC=1N=CC2=CC(=C3C(=C2C1)N(C=N3)C)C=3C=NC(=CC3C)[C@@H](CC)O)F